1'-(8-iodoimidazo[1,2-c]pyrimidin-5-yl)-5,7-dihydrospiro[cyclopenta[b]pyrazin-6,4'-piperidin]-5-amine IC=1C=2N(C(=NC1)N1CCC3(CC1)C(C=1C(=NC=CN1)C3)N)C=CN2